C(#N)C[C@@H]1N(CCN(C1)C(=O)OC(C)(C)C)C(=O)[O-] 4-tert-butyl (2S)-2-(cyanomethyl)piperazine-1,4-dicarboxylate